(benzyloxy)-7-bromo-2,4-dichloro-8-fluoroquinazoline C(C1=CC=CC=C1)OC1=C2C(=NC(=NC2=C(C(=C1)Br)F)Cl)Cl